4-{4-[(2-Chloro-4-methylsulfonylphenyl)methoxy]-3-methoxyphenyl}-2H,4H,5H,6H,7H-pyrazolo[3,4-b]pyridin-6-one ClC1=C(C=CC(=C1)S(=O)(=O)C)COC1=C(C=C(C=C1)C1C=2C(NC(C1)=O)=NNC2)OC